C(#N)C1=C(C=C(C=C1)N1C(N(C(C1=O)(C)C)C1=CC(=C(C(=O)NC)C=C1)F)=S)C(F)(F)F 4-(3-(4-cyano-3-(trifluoromethyl)phenyl)-5,5-dimethyl-4-oxo-2-thioxoimidazolin-1-yl)-2-fluoro-N-methylbenzamide